C(C=C)(=O)OCC(COCCCCOCC(COC(C=C)=O)O)O 1,4-butanediylbis[oxy (2-hydroxy-3,1-propanediyl)] bisacrylate